5-[4-amino-5-(trifluoromethyl)pyrrolo[2,1-f][1,2,4]triazin-7-yl]-N-[(3R)-3-(4-chlorophenyl)-3-hydroxypropyl]-2-fluorobenzamide NC1=NC=NN2C1=C(C=C2C=2C=CC(=C(C(=O)NCC[C@@H](O)C1=CC=C(C=C1)Cl)C2)F)C(F)(F)F